(5AR,6S,7S,8R,8aS)-7-((2-oxa-6-azaspiro[3.3]heptan-6-yl)methyl)-5a-(4-cyclopropylphenyl)-1,3-dimethoxy-6-phenyl-5a,6,7,8-tetrahydro-8aH-cyclopenta[4,5]furo[3,2-c]pyridine-8,8a-diol C1OCC12CN(C2)C[C@@H]2[C@H]([C@]1([C@](C=3C(=NC(=CC3O1)OC)OC)([C@@H]2O)O)C2=CC=C(C=C2)C2CC2)C2=CC=CC=C2